FC(C(=O)O)(F)F.CO[C@@H]1C[C@@H](CCC1)N (1R,3S)-3-methoxycyclohexylamine trifluoroacetate salt